1,5-anhydro-2,4-dideoxy-2-(6-(4-methoxybenzyl)-4,5-dimethyl-1-oxo-1,3-dihydro-2H-isoindol-2-yl)-L-threo-pentitol COC1=CC=C(CC2=C(C(=C3CN(C(C3=C2)=O)[C@H]2COCC[C@@H]2O)C)C)C=C1